COC=1C=C2C=CC=NC2=CC1 6-methoxyquinoline